tert-butyl (E)-(4-((2-butylbenzo[d]oxazol-6-yl)oxy)-3-fluorobut-2-en-1-yl)carbamate C(CCC)C=1OC2=C(N1)C=CC(=C2)OC\C(=C/CNC(OC(C)(C)C)=O)\F